C(C)C1=C(C(=O)OC)C=CC(=C1)NC=1C=2N(C=CN1)C(=CN2)C=2C(=NN(C2)C(C2=CC=CC=C2)(C2=CC=CC=C2)C2=CC=CC=C2)SC methyl 2-ethyl-4-[[3-(3-methylsulfanyl-1-trityl-pyrazol-4-yl)imidazo[1,2-a]pyrazin-8-yl]amino]benzoate